C(=O)OC(C1CCCCC1)N1N=C(C(=C1)[N+](=O)[O-])C(F)F 3-difluoromethyl-4-nitro-1H-pyrazol-1-yl-cyclohexylmethyl formate